BrC1=C2C=NN(C2=CC(=C1CCC(CNC([C@@H](O[Si](C)(C)C(C)(C)C)[C@H]1CN(CCO1)C(=O)OC(C)(C)C)=O)=O)Cl)C1OCCCC1 tert-butyl (2R)-2-((1S)-2-((4-(4-bromo-6-chloro-1-(tetrahydro-2H-pyran-2-yl)-1H-indazol-5-yl)-2-oxobutyl)amino)-1-((tert-butyldimethylsilyl)oxy)-2-oxoethyl)morpholine-4-carboxylate